C(C=C)OC(CCCC(C)C)(CC)C 6-(allyloxy)-2,6-dimethyloctane